OC=1C(=NC=CC1OC)C(=O)N[C@H](C(=O)ON(C)C(C1=CC2=CC=CC=C2C=C1)C1CC1)C [[cyclopropyl(2-naphthyl)methyl]-methyl-amino] (2S)-2-[(3-hydroxy-4-methoxy-pyridine-2-carbonyl) amino]propanoate